C(#N)[C@H](C[C@H]1C(NCC1)=O)NC(=O)[C@@H]1N([C@H]2CC([C@@H]1CC2)(F)F)C([C@@H](CC2CCC2)NC(C(F)(F)F)=O)=O (1R,3R,4R)-N-((S)-1-cyano-2-((S)-2-oxopyrrolidin-3-yl)ethyl)-2-((R)-3-cyclobutyl-2-(2,2,2-trifluoroacetamido)propanoyl)-5,5-difluoro-2-azabicyclo[2.2.2]octane-3-carboxamide